(1aR,5aR)-2-(2-Chloro-4-fluoro-phenyl)-1a,2,5,5a-tetrahydro-1H-2,3-diaza-cyclopropa[a]pentalene-4-carboxylic acid ((R)-2,2-dimethyl-1-pyridin-2-yl-propyl)-amide CC([C@H](C1=NC=CC=C1)NC(=O)C=1C=2C[C@@H]3[C@H](C2N(N1)C1=C(C=C(C=C1)F)Cl)C3)(C)C